COCC1=NN(C=C1C(=O)N)CC=1C=C2CN(CC2=CC1)C (methoxymethyl)-1-[(2-methyl-1,3-dihydroisoindol-5-yl)methyl]pyrazole-4-carboxamide